COC(C1=CC(=C(C=C1)OC1=CC=CC=C1)OC)=O.FC1=C(C(=O)N2CCN(CC2)C2=NC=C(C#N)C=C2)C=C(C=C1)CC1=NNC(C2=CC=C(C(=C12)OC)OC1=CC=CC=C1)=O 6-(4-(2-Fluoro-5-((8-methoxy-4-oxo-7-phenoxy-3,4-dihydrophthalazin-1-yl)methyl)benzoyl)piperazin-1-yl)nicotinonitrile methyl-3-methoxy-4-phenoxybenzoate